CC1=C(C(=CC=C1)C)C1=NC(=NC(=C1C(F)(F)F)OC1=CC=C(C=C1)C1CCN(CC1)C)NS(=O)(=O)C=1C=NN(C1)C N-[4-(2,6-Dimethylphenyl)-6-[4-(1-methyl-4-piperidyl)phenoxy]-5-(trifluoromethyl)pyrimidin-2-yl]-1-methyl-pyrazole-4-sulfonamide